C(C)OC(=O)C=1C=NC2=CC(=CC(=C2C1)F)F 5,7-difluoroquinoline-3-carboxylic acid ethyl ester